C1(CC1)N1C(C2=CC=C(C=C2C=C1)C1=CN=C(O1)[C@H](CCCCCC(CC)=O)NC(=O)[C@H]1CC12CCN(CC2)CC)=O (S)-N-((S)-1-(5-(2-Cyclopropyl-1-oxo-1,2-dihydroisochinolin-6-yl)oxazol-2-yl)-7-oxononyl)-6-ethyl-6-azaspiro[2.5]octan-1-carboxamid